4-((4-amino-2-(furan-3-yl)-1H-imidazo[4,5-c]Quinolin-1-yl)methyl)benzylcarbamic acid 2-methacrylamidoethyl ester C(C(=C)C)(=O)NCCOC(NCC1=CC=C(C=C1)CN1C(=NC=2C(=NC=3C=CC=CC3C21)N)C2=COC=C2)=O